FC=1C(=C(C=CC1F)C(=O)N1CC(C1)(O)CNCC1NCCC1)NC1=C(C=C(C=C1)I)F 1-({3,4-difluoro-2-[(2-fluoro-4-iodophenyl)amino]phenyl}carbonyl)-3-{[(pyrrolidin-2-ylmethyl)amino]methyl}azetidin-3-ol